(R)-N-((R)-1-(4-bromothiophen-2-yl)ethyl)-2-methylpropane-2-Sulfinamide BrC=1C=C(SC1)[C@@H](C)N[S@](=O)C(C)(C)C